Br[C@@H](C(=O)NC=1N=CN(C1)CC1=C(C=C(C=C1)F)F)C (2R)-2-Bromo-N-(1-(2,4-difluorobenzyl)-1H-imidazol-4-yl)propanamide